C(=O)(O)C1=CC=C(C=C1)[Fe] (4-carboxyphenyl)iron